N[C@H]1[C@@H]2[C@H](N([C@H]1COC1CC3CC3(CC1)C1=NC=C(C=N1)F)C(=O)OC)CCC2 Methyl (2R,3S,3aR,6aR)-3-amino-2-(((6-(5-fluoropyrimidin-2-yl)bicyclo[4.1.0]heptan-3-yl)oxy)methyl)hexahydrocyclopenta[b]pyrrole-1(2H)-carboxylate